O1COC2=C1C=CC(=C2)CNC2=CC(=C(C#N)C=C2)O 4-[(Benzo[1,3]dioxol-5-ylmethyl)-amino]-2-hydroxy-benzonitrile